1-(3,4-difluorophenyl)-3,3-dimethyl-2,3-dihydro-1H-pyrrolo[3,2-b]pyridine-5-carboxylic acid methyl ester COC(=O)C1=CC=C2C(=N1)C(CN2C2=CC(=C(C=C2)F)F)(C)C